C1=CC=C(C=C1)C2=CC=CC=C2O o-hydroxybiphenyl